C1(CC2C(CC1)O2)COC(=O)C2CC1C(CC2)O1.ClC1=NC=CC=C1C(=O)NC1=C(C=CC=C1)C1=CC=C(C=C1)C#C 2-chloro-N-(4'-ethynylbiphenyl-2-yl)pyridine-3-carboxamide 3,4-Epoxycyclohexylmethyl-3,4-epoxycyclohexanecarboxylate